CC1=NC2=C(N1)C=C(C=C2)C2=CC=C(C=C2)C2=CC(=CC=C2)CN2CCC(CC2)C 2-Methyl-6-(3'-((4-MethylAzinan-1-yl)Methyl)-[1,1'-Biphenyl]-4-yl)-1H-benzo[d]Imidazol